CC(COCC)(COCC)C 2,2-dimethyl-1,3-diethoxypropane